COC1=CC=CC(=N1)C1(CC2C(N(OC2(C)C)C)C(C1)C)C 5-(6-Methoxypyridin-2-yl)-1,3,3,5,7-pentamethyloctahydrobenzo[c]isoxazol